OC1=CC(=C2C(=CC(OC2=C1)=O)C1=C(C=CC=C1)C)C 7-hydroxy-5-methyl-4-(o-tolyl)-2H-chromen-2-one